O=C1NC(CCC1NC(=O)C1=NC(=CC=C1)CN1CCCCC1)=O N-(2,6-dioxopiperidin-3-yl)-6-(piperidin-1-ylmethyl)pyridineamide